FC=1C(=NC(=NC1)NC1=CC=C(C=C1)S(=O)(=O)N)N1C[C@](OCC1)(C)COC 4-({5-fluoro-4-[(2R)-2-(methoxymethyl)-2-methylmorpholin-4-yl]pyrimidin-2-yl}amino)benzenesulfonamide